copper-zinc fumarate C(\C=C\C(=O)[O-])(=O)[O-].[Zn+2].[Cu+2].C(\C=C\C(=O)[O-])(=O)[O-]